C1(CC1)[C@](C(C1=C(C(=CC=C1)[C@@H](C)NC=1C2=C(N=C(N1)C)C=NC(=C2)S(=O)(=O)C)F)(F)F)(C#C)O |o1:3| (2R or S)-2-cyclopropyl-1,1-difluoro-1-{2-fluoro-3-[(1R)-1-{[6-(methanesulfonyl)-2-methylpyrido[3,4-d]pyrimidin-4-yl]amino}ethyl]phenyl}but-3-yn-2-ol